C(C1=CC=CC=C1)(=O)N[C@@H](CCCCN)C(=O)O |r| Nα-benzoyl-DL-lysine